5-{2-[4-(6-fluoro-benzo[d]isoxazol-3-yl)-piperidin-1-yl]-ethyl}-2,3-dimethyl-5H-pyrazolo[1,5-a]pyrazin-4-one FC1=CC2=C(C(=NO2)C2CCN(CC2)CCN2C(C=3N(C=C2)N=C(C3C)C)=O)C=C1